N-(1-Phenylethyl)-1,2-ethandiamin C1(=CC=CC=C1)C(C)NCCN